ICC12CCOC(CO1)C2 5-(iodomethyl)-2,6-dioxabicyclo[3.2.1]octane